3-[2-(dimethylamino)ethoxy]-N-(diphenylmethylene)phenylalanine methyl ester COC([C@@H](N=C(C1=CC=CC=C1)C1=CC=CC=C1)CC1=CC(=CC=C1)OCCN(C)C)=O